C(C=C)OC(=O)NC1=C(C(=O)O)C=CC=C1 2-(((allyloxy)carbonyl)amino)benzoic acid